AMINO-5-PYRIMIDINEFORMAMIDE NC1=NC=C(C=N1)C(=O)N